C(C)(=O)C1=CC=C(C=C1)OC(=O)C=1C=CC=C2C1C=CO2 4-benzofurancarboxylic acid 4-acetylphenyl ester